COC=1C=C(C=CC1)C1=CN=C(N1)C1=NNC2=CC=C(C=C12)C(=O)OC methyl 3-(5-(3-methoxyphenyl)-1H-imidazol-2-yl)-1H-indazole-5-carboxylate